(S)-(4-fluorophenyl)(4-((1-hydroxyl-3,3-Dimethylbut-2-yl)amino)-2-((4-(4-methylpiperazin-1-yl)phenyl)amino)-7H-pyrrolo[2,3-d]pyrimidine-5-yl)methanone FC1=CC=C(C=C1)C(=O)C1=CNC=2N=C(N=C(C21)N[C@H](CO)C(C)(C)C)NC2=CC=C(C=C2)N2CCN(CC2)C